C(C)(=O)OC=CCCCCCCCCCC (8E)-dodecenyl acetate